CC1(OB(OC1(C)C)C1=CC=C(C=C1)N1C(CCCC1)=O)C 1-(4-(4,4,5,5-tetramethyl-1,3,2-dioxaborolan-2-yl)phenyl)piperidin-2-one